NC1=C(C=2C=CC=C(C2C=C1)S(=O)(=O)O)S(=O)(=O)O 2-aminonaphthalene-1,5-disulfonic acid